CC1=CC(=NN1)NC1=NC=NC(=C1)N1CCCCC1 4-((5-methyl-1H-pyrazol-3-yl)amino)-6-(piperidin-1-yl)pyrimidin